3-ethyl-3-(phenoxymethyloxy)oxetane C(C)C1(COC1)OCOC1=CC=CC=C1